tert-butyl 3-(4-bromo-1H-pyrazol-1-yl)-3-cyclopentylpropionate BrC=1C=NN(C1)C(CC(=O)OC(C)(C)C)C1CCCC1